N-(4-((1H-pyrazol-1-yl)methyl)-2,3-dihydrobenzofuro[7,6-d]isoxazol-8-yl)-2-methoxy-6-methylbenzenesulfonamide N1(N=CC=C1)CC1=CC2=C(C(=NO2)NS(=O)(=O)C2=C(C=CC=C2C)OC)C2=C1CCO2